ClC1=C(C=CC(=C1)Cl)C1=NN2CCN(C3=CC(=NC1=C23)C)C(CCC)CCC 3-(2,4-dichlorophenyl)-9-(heptan-4-yl)-6-methyl-1,2,5,9-tetraazatricyclo[6.3.1.04,12]dodeca-2,4(12),5,7-tetraene